ethyl (R)-12-hydroxy-11-(methoxymethyl)-3,3-dimethyl-8-oxo-2,3,8,13b-tetrahydro-1H-pyrido[2,1-a]pyrrolo[1,2-c]phthalazine-7-carboxylate OC1=CC=2[C@@H]3N(N4C(C2C=C1COC)=CC(C(=C4)C(=O)OCC)=O)C(CC3)(C)C